(R)-5-(2-(5-fluoro-2-methoxypyridin-3-yl)pyrrolidin-1-yl)-3-nitropyrazolo[1,5-a]pyrimidine FC=1C=C(C(=NC1)OC)[C@@H]1N(CCC1)C1=NC=2N(C=C1)N=CC2[N+](=O)[O-]